tert-butyl (2-(2-((tert-butoxycarbonyl)amino)propyl)-5-chloro-3-methylfuro[3,2-b]pyridin-7-yl)(pyridin-4-ylmethyl)carbamate C(C)(C)(C)OC(=O)NC(CC1=C(C2=NC(=CC(=C2O1)N(C(OC(C)(C)C)=O)CC1=CC=NC=C1)Cl)C)C